1-Ethylene sulfite S1(=O)OCCO1